O[C@]12[C@@H]3CC[C@@H]4C[C@H](CC[C@@]4([C@H]3CC[C@@]2([C@H](CC1)C=1COC(C1)=O)C)C)NC(=O)N1C[C@H](NCC1)CO (S)-N-((3S,5R,8R,9S,10S,13R,14S,17R)-14-hydroxy-10,13-dimethyl-17-(5-oxo-2,5-dihydrofuran-3-yl)hexadecahydro-1H-cyclopenta[a]phenanthren-3-yl)-3-(hydroxymethyl)piperazine-1-carboxamide